OCCOC=1C(=C(C2=CC=C(C=C2C1C1=CC=CC=C1)C1=CC=CC=C1)C1=CC=C(C2=CC(=CC=C12)C1=CC=CC=C1)C1=CC=CC=C1)OCCO bis(2-hydroxyethoxy)-4,4',6,6'-tetraphenyl-1,1'-binaphthyl